3-(6-(6,6-difluoro-2-azaspiro[3.3]heptan-2-yl)-(4-(1-methyl-1H-pyrazol-3-yl)pyridin-3-yl)pyrrolidin-1-yl)prop-2-en-1-one FC1(CC2(CN(C2)C2=CC(=C(C=N2)C2N(CCC2)C=CC=O)C2=NN(C=C2)C)C1)F